(R)-1-(5-methoxy-1H-pyrrolo[2,3-c]pyridin-1-yl)-N-methylpropan-2-amine COC=1C=C2C(=CN1)N(C=C2)C[C@@H](C)NC